C1(CC1)C1=NC=NC(=C1C1=NC(=CC(=N1)C)SC)OC 2-(4-cyclopropyl-6-methoxy-pyrimidin-5-yl)-4-methyl-6-methylsulfanyl-pyrimidine